CC(C)(C)[O-].[Fe+2].CC(C)(C)[O-] iron t-butoxide